3-(5-bromo-4-(hydroxymethyl)pyridin-2-yl)-N-(4-fluorophenyl)oxetan-3-carboxamide diglycidyl-1,2-cyclohexanedicarboxylate cyclohexanedicarboxylate C1(CCCCC1)(C(=O)O)C(=O)O.C(C1CO1)OC(=O)C1C(CCCC1)C(=O)OCC1CO1.BrC=1C(=CC(=NC1)C1(COC1)C(=O)NC1=CC=C(C=C1)F)CO